C(C)N1C(C=CC2=C1N=C(N=C2)SC)=O 8-Ethyl-2-(methylsulfanyl)pyrido[2,3-d]Pyrimidine-7(8H)-one